zinc-bismuth [Bi].[Zn]